3-valerolactone C1(CC(CC)O1)=O